(-)-1-p-menthene-7,8-diol C1(=CCC(CC1)C(C)(C)O)CO